NC1=CC=C(C=C1)C=1NC2=CC=CC=C2C1C(C[N+](=O)[O-])C1=C(C=CC=C1)B(O)O (2-(1-(2-(4-aminophenyl)-1H-indol-3-yl)-2-nitroethyl)phenyl)boronic acid